C1=CC=C(C=C1)C[C@@H](C(=O)N[C@@H](CC2=CN=CN2)C(=O)[O-])[NH3+] The molecule is a dipeptide zwitterion obtained by transfer of a proton from the carboxy to the amino terminus of Phe-His. Major species at pH 7.3. It is a tautomer of a member of Phe-His.